methyl 6-[4-(difluoromethyl) phenyl]-2-(1-methyl-1H-pyrazol-4-yl)-3-oxo-2,3-dihydropyridazine-4-carboxylate FC(C1=CC=C(C=C1)C=1C=C(C(N(N1)C=1C=NN(C1)C)=O)C(=O)OC)F